3-(3-Methyl-4-nitrophenoxy)benzonitrile CC=1C=C(OC=2C=C(C#N)C=CC2)C=CC1[N+](=O)[O-]